CC(=CC(=O)N[C@@H](CC1=CC=CC=C1)C(=O)O)CCC=C(C)C (3,7-dimethyl-2,6-octadienoyl)phenylalanine